{5-[di(tert-butyl)(fluoro)silyl]-1-methyl-3-pyrazolylamino}acetamide copper (I) [Cu+].C(C)(C)(C)[Si](C1=CC(=NN1C)NCC(=O)N)(F)C(C)(C)C